FC(CNC(=O)N1N=CC(=C1)C1=C2C(=NC=C1)NC(N2)=O)(F)F N-(2,2,2-trifluoroethyl)-4-(2,3-dihydro-2-oxo-1H-imidazo[4,5-b]pyridin-7-yl)-1H-pyrazole-1-carboxamide